NC1=CC(=C(C(=N1)C)C#N)C 6-amino-2,4-dimethyl-3-pyridinenitrile